N1=CC=C(C=C1)N1C=CC2=C1N=CNC2=O 7-(pyridin-4-yl)-3,7-dihydro-4H-pyrrolo[2,3-d]pyrimidin-4-one